FC1(CCC2=C1N=C(N=C2C2=CC1=C(C=C2)[C@@]2(NC(OC2)=O)CO1)N1[C@H](CC1)C(F)(F)F)F (R)-6-(7,7-difluoro-2-((R)-2-(trifluoromethyl)azetidin-1-yl)-6,7-dihydro-5H-cyclopenta[d]pyrimidin-4-yl)-2H-spiro[benzofuran-3,4'-oxazolidin]-2'-one